CC1N=CC=2N(C1)C=NC2 6-methyl-5,6-dihydroimidazo[1,5-a]pyrazine